4,4'-diphenylphosphonooxy-Fmoc-benzhydrylamine C1(=CC=CC=C1)C1=CC=C(C(C2=CC=C(C=C2)C2=CC=CC=C2)N(C(=O)OCC2C3=CC=CC=C3C3=CC=CC=C23)OP(=O)(O)O)C=C1